4,4'-(anthracene-9,10-diyl)dibenzoyl chloride C1=CC=CC2=C(C3=CC=CC=C3C(=C12)C1=CC=C(C(=O)Cl)C=C1)C1=CC=C(C(=O)Cl)C=C1